thiophene-3,4-dicarboxaldehyde S1C=C(C(=C1)C=O)C=O